C1=CC=CC=2C3=CC=CC=C3N(C12)C=1C=C(C=CC1)C=1C2=C(N=CN1)C1=C(O2)C=CC(=C1)C1=CC(=CC=C1)N1C2=CC=CC=C2C=2C=CC=CC12 4,8-bis[3-(9H-carbazol-9-yl)phenyl][1]benzofuro[3,2-d]pyrimidine